1-(2-methoxyethyl)indazol-4-amine COCCN1N=CC=2C(=CC=CC12)N